7-methoxy-4-(1-methyl-3-phenyl-1H-pyrazol-4-yl)-6-(tetrahydro-2H-pyran-2-yl)quinazoline COC1=C(C=C2C(=NC=NC2=C1)C=1C(=NN(C1)C)C1=CC=CC=C1)C1OCCCC1